2-(2,2-difluoroethoxy)benzaldehyde FC(COC1=C(C=O)C=CC=C1)F